2-(4-(pyrazolo[1,5-a]pyrimidin-7-yl)cyclohexyl)acetic acid N1=CC=C2N1C(=CC=N2)C2CCC(CC2)CC(=O)O